FC(C(=O)O)(F)F.O=C1N(CC2=CC3=C(C=C12)OC[C@@H]1N3CCNC1)C1C(NC(CC1)=O)=O 3-((R)-8-oxo-1,2,3,4,4a,5,8,10-octahydro-9H-pyrazino[1',2':4,5][1,4]oxazino[2,3-f]isoindol-9-yl)piperidine-2,6-dione trifluoroacetat salt